2,2-Dimethyl-N-(4-phenylbutyl)-4-(2-phenyl-1-piperidyl)piperidine-1-carboxamide tert-Butyl-2,2-dimethyl-4-(2-phenyl-1-piperidyl)piperidine-1-carboxylate C(C)(C)(C)OC(=O)N1C(CC(CC1)N1C(CCCC1)C1=CC=CC=C1)(C)C.CC1(N(CCC(C1)N1C(CCCC1)C1=CC=CC=C1)C(=O)NCCCCC1=CC=CC=C1)C